3-((7-((R)-3-Cyclohexyl-2-methylpropanoyl)-10-hydroxy-7-azaspiro[4.5]decan-10-yl)methyl)-6,7-dimethoxyquinazolin-4(3H)-one C1(CCCCC1)C[C@H](C(=O)N1CC2(CCCC2)C(CC1)(O)CN1C=NC2=CC(=C(C=C2C1=O)OC)OC)C